2-[(1S,3R)-9-hydroxy-1-methyl-5,10-dioxo-3,4-dihydro-1H-benzo[g]isochromen-3-yl]acetic acid OC1=CC=CC=2C(C=3C[C@@H](O[C@H](C3C(C21)=O)C)CC(=O)O)=O